CC1=C(C(=CC(=C1)C)C)S(=O)(=O)[O-].N[N+]1=C(C(=NC(=C1)Br)N1CCOCC1)N 1,2-diamino-5-bromo-3-morpholinopyrazin-1-ium 2,4,6-trimethylbenzenesulfonate